ethane-One C(C)=O